B(O)(O)O.ClC1=CC=C(C=C1)[Na] (4-chlorophenyl)sodium borate